BrCCCCCCOC(CCCCC(OCC\C=C/CCCCC)OCC\C=C/CCCCC)=O 6,6-bis(((Z)-non-3-en-1-yl)oxy)hexanoic acid 6-bromohexyl ester